8-isopropyl-N-methyl-6,9-dioxo-5-(4-(trifluoromethyl)benzyl)-2,5,8-triazaspiro[3.5]-nonane-2-carboxamide C(C)(C)N1CC(N(C2(CN(C2)C(=O)NC)C1=O)CC1=CC=C(C=C1)C(F)(F)F)=O